(E)-5-bromofuran-2-carbaldehyde oxime BrC1=CC=C(O1)/C=N/O